OCC1=C(C(=CC=C1)O)C hydroxymethyl-cresol